5-chloro-2-(3-tert-butyl-2-hydroxy-5-methylphenyl)-2H-benzotriazole ClC1=CC=2C(=NN(N2)C2=C(C(=CC(=C2)C)C(C)(C)C)O)C=C1